tert-butyl 4-(2-((4,4-difluorocyclohexyl)amino)-6-(3-methyl-1H-pyrazol-1-yl)pyridin-4-yl)-4-hydroxypiperidine-1-carboxylate FC1(CCC(CC1)NC1=NC(=CC(=C1)C1(CCN(CC1)C(=O)OC(C)(C)C)O)N1N=C(C=C1)C)F